COC=1C=C(C=CC1)C1(SCCCS1)C=CC=1OC=CC1 2-(2-(2-(3-methoxyphenyl)-1,3-dithian-2-yl)vinyl)furan